(4-chloro-3-fluoro-phenyl)-boronic acid ClC1=C(C=C(C=C1)B(O)O)F